5-[1-(3,3-Difluoro-pyrrolidin-1-yl)-8,8-dimethyl-5,6-dihydro-8H-7-oxa-2,4,4b,9-tetraaza-fluoren-3-yl]-3-isopropoxy-pyridin-2-ylamine FC1(CN(CC1)C1=NC(=NC=2N3CCOC(C3=NC12)(C)C)C=1C=C(C(=NC1)N)OC(C)C)F